P(O)(=O)(OP(=O)(O)OP(=O)(O)O)OC[C@@H]1[C@H](C[C@@H](O1)N1C=NC=2C(=O)NC(N)=NC12)O deoxyGuanosine TriPhosphate